O=C1CC=2N(CCC1)C=C(C2)C(=O)OC methyl 8-oxo-6,7,8,9-tetrahydro-5H-pyrrolo[1,2-a]azepine-2-carboxylate